tert-butyl 3-(3-methylisoxazol-5-yl)azetidine-1-carboxylate CC1=NOC(=C1)C1CN(C1)C(=O)OC(C)(C)C